[B-](CCNC(=O)OCC1=CC=CC=C1)(F)(F)F.[K+] potassium [2-(benzyloxycarbonylamino)ethyl] trifluoroborate